5-nitro-2-(4-(pyridin-4-yl)phenoxy)pyridine [N+](=O)([O-])C=1C=CC(=NC1)OC1=CC=C(C=C1)C1=CC=NC=C1